5-((4-(dimethylphosphoryl)-6-fluoro-1-tosyl-1H-indol-5-yl)oxy)-2-fluorobenzonitrile CP(=O)(C)C1=C2C=CN(C2=CC(=C1OC=1C=CC(=C(C#N)C1)F)F)S(=O)(=O)C1=CC=C(C)C=C1